5-decyl-2-norbornene C(CCCCCCCCC)C1C2C=CC(C1)C2